C(C)(C)(C)C=1C=C(C=C(C1O)C)C(C(=O)O)C (3-tert-Butyl-4-hydroxy-5-methylphenyl)propionic acid